BrCC(=O)N1CCN(CC1)C(=O)OC(C)(C)C Tert-butyl 4-(2-bromoacetyl)piperazin-1-carboxylate